CN1N=C(C=C1C)NC1=NC=C(C(=N1)C1=CNC2=C(C=CC=C12)NC(CN1C[C@H](CC1)OC1=NSC=C1)=O)C (S)-N-(3-(2-((1,5-dimethyl-1H-pyrazol-3-yl)amino)-5-methylpyrimidin-4-yl)-1H-indol-7-yl)-2-(3-(isothiazol-3-yloxy)pyrrolidin-1-yl)acetamide